2-Cyclobutoxy-N-(3-(hydrazinocarbonyl)bicyclo[1.1.1]pent-1-yl)acetamide C1(CCC1)OCC(=O)NC12CC(C1)(C2)C(=O)NN